ClC1=NC=CC(=C1)C=1C=CC(=C(C1)S(=O)(=O)N1CCN(CC1)CCO)C 2-(4-((5-(2-Chloropyridin-4-yl)-2-methylphenyl)sulfonyl)piperazin-1-yl)ethan-1-ol